FC1=CC(=CC2=CC=3C[C@@](CCC3N=C12)(C(C)C)F)C(=O)N[C@H](CC[NH+]1CCCC1)C=1C=NC(=CC1)C1=CN=NC=C1 (7S)-4,7-difluoro-7-isopropyl-N-[(1R)-1-(6-pyridazin-4-yl-3-pyridyl)-3-pyrrolidin-1-ium-1-yl-propyl]-6,8-dihydro-5H-acridine-2-carboxamide